CN1C([C@H](N(CC1)CCOC1=CC=C(C=C1)C1CCNCC1)C)=O (R)-1,3-dimethyl-4-[2-(4-(piperidin-4-yl)phenoxy)ethyl]piperazin-2-one